4-fluoro-2,8-diazaspiro[4.5]decane-2-carboxylic acid tert-butyl ester C(C)(C)(C)OC(=O)N1CC2(C(C1)F)CCNCC2